4-[[3-[5-(trifluoromethyl)-2-thienyl]imidazo[1,2-b]pyridazin-6-yl]amino]azepan FC(C1=CC=C(S1)C1=CN=C2N1N=C(C=C2)NC2CCNCCC2)(F)F